(Z)-3-(1-(4-amino-2-fluorobut-2-en-1-yl)-6-(pyrrolidin-1-carbonyl)-1H-benzo[d][1,2,3]triazol-4-yl)-N-cyclopropylbenzenesulfonamide NC\C=C(\CN1N=NC2=C1C=C(C=C2C=2C=C(C=CC2)S(=O)(=O)NC2CC2)C(=O)N2CCCC2)/F